COC=1C=C(C=CC1)CC(C)(O)C 1-(3-methoxyphenyl)-2-methylpropan-2-ol